ClC=1N=C(C2=C(N1)C=C1N2C=CN=C1Cl)N1CCOC[C@](C1)(O)C (S)-4-(2,9-dichloropyrazino[1',2':1,5]pyrrolo[3,2-d]pyrimidin-4-yl)-6-methyl-1,4-oxazepan-6-ol